9-(6,7-dihydrothieno[3,2-c]pyridin-5(4H)-yl)-6,7-dimethoxynaphtho[2,3-c]furan-1(3H)-one S1C=CC=2CN(CCC21)C2=C1C=C(C(=CC1=CC1=C2C(OC1)=O)OC)OC